(16R,21R)-12-(2,6-Dimethylphenyl)-21-(2-methylpropyl)-15-oxa-8λ6-thia-1,9,11,18,22-pentaazatetracyclo[14.4.1.13,7.110,14]tricosa-3(23),4,6,10(22),11,13-hexaene-2,8,8-trione CC1=C(C(=CC=C1)C)C1=NC=2NS(C3=CC=CC(C(N4CCNC[C@@H](OC(=C1)N2)[C@H]4CC(C)C)=O)=C3)(=O)=O